BrC1=CC=C2C(=N1)COCC2N(C(OC(C)(C)C)=O)C tert-butyl N-(2-bromo-6,8-dihydro-5H-pyrano[3,4-b]pyridin-5-yl)-N-methyl-carbamate